(7S)-7-Methyl-3-(3-methylimidazo[1,2-a]pyridin-6-yl)-5-[4-(trifluoromethyl)phenyl]-6,7-dihydro-pyrazolo[1,5-a]pyrazin-4(5H)-on C[C@H]1CN(C(C=2N1N=CC2C=2C=CC=1N(C2)C(=CN1)C)=O)C1=CC=C(C=C1)C(F)(F)F